FC(C=1C=C(C=CC1)[C@@H](C)NC(C)=O)(F)F Acetic acid N-[(R)-1-(3-trifluoromethylphenyl)ethyl] amide